1-(4-aminophenyl-cyclobutyl)guanidine NC1=CC=C(C=C1)C1(CCC1)NC(=N)N